6-(3-Bromo-7,8-dihydro-5H-1,6-naphthyridin-6-yl)-5-methyl-pyridine-3-carbonitrile BrC=1C=NC=2CCN(CC2C1)C1=C(C=C(C=N1)C#N)C